C1(CCC1)CNCC=1C=CC=2N(C1)C=C(N2)CN2N=NC(=C2)C2=C1C=NNC1=CC(=C2)N2CCCCC2 1-cyclobutyl-N-((2-((4-(6-(piperidin-1-yl)-1H-indazol-4-yl)-1H-1,2,3-triazol-1-yl)methyl)imidazo[1,2-a]pyridin-6-yl)methyl)methylamine